1-(6-((2-(1H-pyrazol-1-yl)benzyl)amino)-9-isopropyl-9H-purin-2-yl)-4-((4-(trifluoromethyl)-1H-pyrazol-1-yl)methyl)piperidin-4-ol N1(N=CC=C1)C1=C(CNC2=C3N=CN(C3=NC(=N2)N2CCC(CC2)(O)CN2N=CC(=C2)C(F)(F)F)C(C)C)C=CC=C1